(R)-(1-(4-((2R,3S,4S,5R)-3-(3,4-difluoro-2-methoxyphenyl)-4,5-dimethyl-5-(trifluoromethyl)tetrahydrofuran-2-carboxamido)pyridin-2-yl)-2-hydroxyethyl)carbamic acid tert-butyl ester C(C)(C)(C)OC(N[C@@H](CO)C1=NC=CC(=C1)NC(=O)[C@@H]1O[C@]([C@H]([C@H]1C1=C(C(=C(C=C1)F)F)OC)C)(C(F)(F)F)C)=O